1-[4-(1,3-dioxolan-2-yl)-3-nitro-phenyl]cyclopropanecarbonitrile O1C(OCC1)C1=C(C=C(C=C1)C1(CC1)C#N)[N+](=O)[O-]